C1(CCCC1)S(=O)(=O)NC1CCN(CC1)C1=C(C=CC=C1)/C=C/C(=O)NO (E)-3-(2-(4-(cyclopentanesulfonamido)piperidin-1-yl)phenyl)-N-hydroxyacrylamide